5-[(tert-butyldiphenylsilyl)oxy]-1,3-benzothiazol-2-amine [Si](C1=CC=CC=C1)(C1=CC=CC=C1)(C(C)(C)C)OC=1C=CC2=C(N=C(S2)N)C1